NC1C(C2=CC=CC=C2C1(C)C)(C1=CC=C(C=C1)N)C amino-1,3,3-trimethyl-1-(4-aminophenyl)-indane